CN(C(=O)C=1SC=C(C1)C=1C=NN(C1)C1=CC=CC=C1)C1CCOCC1 N-methyl-N-(oxan-4-yl)-4-(1-phenyl-1H-pyrazol-4-yl)thiophene-2-carboxamide